FC(OC=1C=C(N(N1)C)NC(=S)N[C@H]1CCC2=C(C(=C(S2)NC(=O)[C@@H]2[C@H](C2)F)C(=O)OCC)C1)F Ethyl (5S)-5-[[5-(difluoromethoxy)-2-methyl-pyrazol-3-yl]carbamothioylamino]-2-[[(1R,2S)-2-fluoro cyclopropanecarbonyl]amino]-4,5,6,7-tetrahydrobenzothiophene-3-carboxylate